N-(1-(4-((2-fluoro-3-methyl-4-((1-methyl-1H-benzo[d][1,2,3]triazol-5-yl)oxy)phenyl)amino)pyrido[3,2-d]pyrimidin-6-yl)-4-(trifluoromethyl)piperidin-4-yl)acrylamide FC1=C(C=CC(=C1C)OC1=CC2=C(N(N=N2)C)C=C1)NC=1C2=C(N=CN1)C=CC(=N2)N2CCC(CC2)(C(F)(F)F)NC(C=C)=O